C(C)N(CC)[N+](=N[O-])[O-] 2-(N,N-diethylamino)diazenolate-2-oxide